1'-(tert-butyl) 5-methyl (R)-1,3-dihydrospiro[indene-2,3'-pyrrolidine]-1',5-dicarboxylate N1(C[C@]2(CC1)CC1=CC=C(C=C1C2)C(=O)OC)C(=O)OC(C)(C)C